C(#N)C=1C=CC=C2NC[C@@H](NC12)[C@@H](C1=CC=CC=C1)NCCC=1C=C(C=C(C1)F)[C@H](C(=O)O)C |o1:29| (R or S)-2-(3-(2-(((R)-((R)-8-cyano-1,2,3,4-tetrahydroquinoxalin-2-yl)(phenyl)methyl)amino)ethyl)-5-fluorophenyl)propanoic acid